N1CC(C1)OCCNC(OC(C)(C)C)=O tert-butyl N-[2-(azetidin-3-yloxy)ethyl]carbamate